C1(CCC1)OC1=NC(=NN2C1=C(C=C2)C=2C=C1C(=NC2)N=C(N1C1CC1)C)NC=1C=NN(C1)C 4-cyclobutoxy-5-(1-cyclopropyl-2-methyl-1H-imidazo[4,5-b]pyridin-6-yl)-N-(1-methylpyrazol-4-yl)pyrrolo[2,1-f][1,2,4]triazin-2-amine